O1C=CC2=CC=CC=C12 (S)-coumarone